O=C1N[Se]C2=C1C=CC=C2 3-oxo-benzo[d][1,2]selenazol